Cyanomethyl (S)-2-((tert-butoxy-carbonyl)amino)-3-(6-cyano-5-meth-oxypyridin-3-yl)propanoate C(C)(C)(C)OC(=O)N[C@H](C(=O)OCC#N)CC=1C=NC(=C(C1)OC)C#N